1-Propyl-4-ethylpiperidinium chlorid [Cl-].C(CC)[NH+]1CCC(CC1)CC